Z-indole-2-carboxylic acid N1C(=CC2=CC=CC=C12)C(=O)O